N-[trans-4-(2-hydroxypropan-2-yl)cyclohexyl]-4-(7-vinylfuro[3,2-c]pyridin-4-yl)benzamide OC(C)(C)[C@@H]1CC[C@H](CC1)NC(C1=CC=C(C=C1)C1=NC=C(C2=C1C=CO2)C=C)=O